(S)-Methyl 5-(2-(4-(4-(3-bromophenyl)-3-((tert-butyldimethylsilyl)oxy)butyl)-2-oxo-1,3,4-thiadiazinan-3-yl)ethyl)thiophene-2-carboxylate BrC=1C=C(C=CC1)C[C@@H](CCN1N(C(SCC1)=O)CCC1=CC=C(S1)C(=O)OC)O[Si](C)(C)C(C)(C)C